C1N(CC12CCCNC2)C(=O)OC(C)(C)C tert-butyl 2,8-diazaspiro[3.5]nonane-2-carboxylate